Aminofumaric acid N/C(/C(=O)O)=C\C(=O)O